C(#N)C(C(=O)N1CCN(CC1)C(=O)OC(C)(C)C)CC tert-butyl 4-(2-cyanobutanoyl)piperazine-1-carboxylate